C(C1=CC=CC=C1)NC(=O)C=1N=C(SC1)CCNCC1=NC2=C(N1C(=O)OC(C)(C)C)C=CC(=C2)OC Tert-butyl 2-[({2-[4-(benzylcarbamoyl)-1,3-thiazol-2-yl]ethyl}amino)methyl]-5-methoxy-1H-1,3-benzodiazole-1-carboxylate